2-benzyl-2-azaspiro[3.3]heptan-6-yl (2R,6S)-4-(5-cyano-3-methylpyrazin-2-yl)-2,6-dimethylpiperazine-1-carboxylate C(#N)C=1N=C(C(=NC1)N1C[C@H](N([C@H](C1)C)C(=O)OC1CC2(CN(C2)CC2=CC=CC=C2)C1)C)C